C(C(=O)N)(=O)[O-].C(C1=CC=CC=C1)(=[NH2+])N Benzamidinium oxamate